2-methyl-N-(2-azaspiro[3.3]heptan-6-yl)-5-((2-(trifluoromethyl)pyridin-3-yl)methoxy)benzofuran-3-carboxamide CC=1OC2=C(C1C(=O)NC1CC3(CNC3)C1)C=C(C=C2)OCC=2C(=NC=CC2)C(F)(F)F